5-(1-isopropyl-2-methyl-1H-imidazo[4,5-b]pyridin-6-yl)-N-(3,3,3-trifluoropropyl)pyrrolo[2,1-f][1,2,4]triazin-2-amine C(C)(C)N1C(=NC2=NC=C(C=C21)C=2C=CN1N=C(N=CC12)NCCC(F)(F)F)C